C(CCCCCCC)=O Octanal